N,N-dimethyl-N'-ethylethylenediamine CN(CCNCC)C